COC(C(=O)N(C(C)C=1N=CSC1)CC=1C=CC2=C(N=CS2)C1)=O 2-((Benzo[d]thiazol-5-ylmethyl)(1-(thiazol-4-yl)ethyl)amino)-2-oxoacetic acid methyl ester